N1=C(C=CC=C1)CNC(=O)N (2-pyridinylmethyl)urea